BrC1=NN(C=C1CN1C=2N(C3=CC=C(C=C3C1=O)S(=O)(=O)NC1(CC1)C)[C@@H](CN2)C)C (1R)-4-[(3-bromo-1-methylpyrazol-4-yl)methyl]-1-methyl-N-(1-methylcyclopropyl)-5-oxo-1H,2H-imidazo[1,2-a]quinazoline-7-sulfonamide